C(#N)C=1C=C(C=CC1)C=1N=C(SC1C1=CC(=NC(=C1)CC)CC)NC(=O)N1C[C@@H](CC1)C(C)(C)O (3R)-N-[4-(3-cyanophenyl)-5-(2,6-diethyl-4-pyridyl)thiazol-2-yl]-3-(1-hydroxy-1-methyl-ethyl)pyrrolidine-1-carboxamide